C1(CC1)C1=NC=CC(=C1)C1=NOC(=C1)C(C)NC(=O)C=1N(N=C(C1)C(F)(F)F)C N-[1-[3-(2-cyclopropyl-4-pyridyl)isoxazol-5-yl]ethyl]-2-methyl-5-(trifluoromethyl)pyrazole-3-carboxamide